C1(=CC=CC=C1)C=1N=CC(=NC1C1=CC=CC=C1)N(CCCCOCC(=O)[O-])C(C)C {4-[(5,6-diphenylpyrazin-2-yl)(propan-2-yl)amino]butoxy}-acetate